3-(1,1-difluoroethyl)pyrrolidine tert-butyl-(5-(2-(2-(3,4-difluorophenyl)-5-methylpiperidin-1-yl)-2-oxoacetamido)-3-methylpyridin-2-yl)carbamate C(C)(C)(C)N(C(O)=O)C1=NC=C(C=C1C)NC(C(=O)N1C(CCC(C1)C)C1=CC(=C(C=C1)F)F)=O.FC(C)(F)C1CNCC1